TRANS-3-FLUOROCYCLOBUTANECARBOXYLIC ACID F[C@@H]1C[C@H](C1)C(=O)O